C12(CC3CC(CC(C1)C3)C2)P(CCCC)C23CC1CC(CC(C2)C1)C3 Di(1-adamantyl)-butylphosphin